NC1=C(N=C(C(=N1)N1CCC2(CC1)[C@@H](C1=C(N=CO1)C2)N)C)SC2=NC(=NC=C2)N (S)-1'-(6-amino-5-((2-aminopyrimidin-4-yl)thio)-3-methylpyrazin-2-yl)-4,6-dihydrospiro[cyclopenta[d]oxazol-5,4'-piperidin]-6-amine